C(C(=C)C)(=O)OC(C1=CC=CC=C1)OC(C(=C)C)=O toluenediol dimethacrylate